O=C1N(CCC(N1)=O)C1=CC=C(C=C1)N1CCC(CC1)C(=O)N1CCCCC1 1-(1-(4-(2,4-DIOXOTETRAHYDROPYRIMIDIN-1(2H)-YL)PHENYL)PIPERIDINE-4-CARBONYL)PIPERIDINE